C1(CC1)[C@H](COC)N1CC2=CC=CC(=C2C1=O)NC(=O)C1=C2C(=NC=C1)CCC2 (R)-N-(2-(1-cyclopropyl-2-methoxyethyl)-3-oxoisoindolin-4-yl)-6,7-dihydro-5H-cyclopenta[b]pyridine-4-carboxamide